4-(1-(1-(4-(trifluoromethyl)benzyl)-5-(3-(trifluoromethyl)phenyl)-1H-indole-7-carboxamido)cyclopropyl)benzoic acid FC(C1=CC=C(CN2C=CC3=CC(=CC(=C23)C(=O)NC2(CC2)C2=CC=C(C(=O)O)C=C2)C2=CC(=CC=C2)C(F)(F)F)C=C1)(F)F